[C-]#N.C(CCCCCCC)[NH+]1CC(CCC1)CC 1-Octyl-3-ethylpiperidinium cyanide